triethoxysilylethylaziridine C(C)O[Si](OCC)(OCC)CCN1CC1